NC=1N=NC(=CC1N1C[C@H](O[C@H](C1)C)C1=CC(=C(C(=O)OC)C(=C1)C)C)C1=C(C=CC=C1)O Methyl 4-((2R,6s)-4-(3-amino-6-(2-hydroxyphenyl)pyridazin-4-yl)-6-methylmorpholin-2-yl)-2,6-dimethylbenzoate